(S)-5-amino-6-bromo-2-methyl-3,4-dihydroquinoline-1(2H)-carboxylic acid methyl ester COC(=O)N1[C@H](CCC2=C(C(=CC=C12)Br)N)C